1-benzyl-4-fluoro-N-(5-methyl-4-oxo-7-(7-oxa-2-azaspiro[3.5]non-2-yl)-2,3,4,5-tetrahydrobenzo[b][1,4]oxazepin-3-yl)-1H-pyrazole-3-carboxamide C(C1=CC=CC=C1)N1N=C(C(=C1)F)C(=O)NC1C(N(C2=C(OC1)C=CC(=C2)N2CC1(C2)CCOCC1)C)=O